FC=1C=CC(=NC1)C1=NN2C(COC(C2)(C(F)(F)F)C)=C1C1=CC=2N(C=C1)N=CC2 2-(5-fluoropyridin-2-yl)-6-methyl-3-(pyrazolo[1,5-a]pyridin-5-yl)-6-(trifluoromethyl)-6,7-dihydro-4H-pyrazolo[5,1-c][1,4]oxazine